6-(3,3-difluorocyclobutoxy)-2,7-dimethylbenzo[d]isothiazole FC1(CC(C1)OC1=C(C2=C(CN(S2)C)C=C1)C)F